BrC1=NC=C(C(=O)OC)C(=C1)NC(=O)NC(C(Cl)(Cl)Cl)=O methyl 6-bromo-4-(3-(2,2,2-trichloroacetyl)ureido)nicotinate